CC1=CC=C(C=C1)S(=O)(=O)OCCP1[C@H](CC[C@@H]1C1=CC=CC=C1)C1=CC=CC=C1 2-(trans-2,5-diphenylphospholan-1-yl)ethyl 4-methylbenzenesulfonate